3-methyl-6-(3-pyridyl)-1,2,4,5-tetrazine CC=1N=NC(=NN1)C=1C=NC=CC1